OC1=C(C(=O)NC2=CC(=C(C=C2)S(=O)(=O)O)O)C=C(C(=C1)C(=O)NC1=CC(=C(C=C1)S(=O)(=O)O)O)O 4-(2,5-dihydroxy-4-(3-hydroxy-4-sulfophenylaminocarbonyl)benzamido)-2-hydroxybenzenesulfonic acid